2-(3-methoxy-1-methyl-1H-pyrazol-4-yl)-N-(2-methyl-5-((2-(piperidin-1-yl)ethyl)carbamoyl)phenyl)-1H-pyrrolo[2,3-b]pyridine-5-carboxamide COC1=NN(C=C1C1=CC=2C(=NC=C(C2)C(=O)NC2=C(C=CC(=C2)C(NCCN2CCCCC2)=O)C)N1)C